[Co]=S cobaltous sulfide